3,4-dichloro-N-{2-[(4,6-dimethoxypyrimidine-2-yl)oxy]benzyl}aniline ClC=1C=C(NCC2=C(C=CC=C2)OC2=NC(=CC(=N2)OC)OC)C=CC1Cl